5-tert-butyl 2-methyl 3-iodo-7,8-dihydro-4H-pyrazolo[1,5-a][1,4]diazepine-2,5(6H)-dicarboxylate IC=1C(=NN2C1CN(CCC2)C(=O)OC(C)(C)C)C(=O)OC